C1(CC1)C1=NC=NC(=C1C1=NN2C(N(C(CC2)=O)CC2=C(C(=C(C=C2)C=2N(C=C(N2)C(F)(F)F)C(C)C)F)OC)=N1)OC 2-(4-cyclopropyl-6-methoxypyrimidin-5-yl)-4-(3-fluoro-4-(1-isopropyl-4-(trifluoromethyl)-1H-imidazol-2-yl)-2-methoxybenzyl)-6,7-dihydro-[1,2,4]triazolo[1,5-a]pyrimidin-5(4H)-one